NCCOCCOCCNC(CCC(=O)O)=O N-(8-amino-3,6-dioxa-octyl)succinamic acid